C(#N)C1=CC=C(NCC(OC2=CC(=C(C=3C(C4=CC=CC=C4C(C23)=O)=O)F)NC2=CC=C(C=C2)C#N)OC)C=C1 2,3-bis(p-cyanoanilino)-1-methoxyethoxy-4-fluoroanthraquinone